2-{5-[(7-{8-methyl-1H,2H,3H-pyrido[2,3-b][1,4]oxazin-7-yl}-5H,6H,7H,8H-pyrido[3,4-d]pyrimidin-2-yl)amino]-2-(1-methylpiperidin-4-yl)phenyl}acetonitrile CC1=C(C=NC=2OCCNC21)N2CC=1N=C(N=CC1CC2)NC=2C=CC(=C(C2)CC#N)C2CCN(CC2)C